C1(=CC=C(C=C1)C=1NC2=CC=CC=C2C1N=NC1=CC=C(C=C1)C)C 2-(4-tolyl)-3-(4-tolylazo)-1H-indole